BrC1=CC(=C(C=C[N+](=O)[O-])C(=C1)OC)OC 4-Bromo-2,6-dimethoxy-β-nitrostyrene